[N+](=O)([O-])C=1C(=NC=CC1)NC1=CC=C(C(=O)OC)C=C1 methyl 4-((3-nitropyridin-2-yl)amino)benzoate